2-((tetrahydro-2H-pyran-4-yl)methyl)-6-((2-(trifluoromethyl)pyridin-3-yl)sulfonyl)-2,6-diazaspiro[3.3]heptane O1CCC(CC1)CN1CC2(C1)CN(C2)S(=O)(=O)C=2C(=NC=CC2)C(F)(F)F